O=C1NC(CCC1N1C(C2=CC=CC(=C2C1=O)OCC(=O)NCCOCCOCC(=O)N[C@@H]1C[C@H](CC1)NC1=CC(=NC=2N1N=CC2)C(CC)CC)=O)=O [2-[2-[[2-[2-(2,6-dioxo-3-piperidyl)-1,3-dioxo-isoindolin-4-yl]oxyacetyl]amino]ethoxy]ethoxy]-N-[(1S,3S)-3-[[5-(1-ethylpropyl)pyrazolo[1,5-a]pyrimidin-7-yl]amino]cyclopentyl]acetamide